C(C1=CC=CC=C1)S(=O)C=1C=NC=C(C1)Cl 3-(benzylsulfinyl)-5-chloropyridine